C(CC(O)(C(=O)[O-])CC(=O)[O-])(=O)[O-].[Ca+2].[Ca+2].[Ca+2].C(CC(O)(C(=O)[O-])CC(=O)[O-])(=O)[O-] tri-calcium citrate